FC1=C(N=CC2=C1N=C(N=C2)OCC2(CC2)CN2CCC(CC2)=NOC)C2=CC(=CC1=CC=C(C(=C21)C#C[Si](C(C)C)(C(C)C)C(C)C)F)OS(=O)(=O)OC(F)(F)F 8-fluoro-7-[7-fluoro-3-(trifluoromethylsulfoxy)-8-(2-triisopropylsilylethynyl)-1-naphthyl]-2-[[1-[(4-methoxyimino-1-piperidinyl)methyl]cyclopropyl]methoxy]pyrido[4,3-d]pyrimidine